NC=1C(=C(N=NC1)N[C@@H]1O[C@@H]([C@H]([C@H]1O)O)CO)[N+](=O)[O-] (2R,3R,4S,5R)-2-[(5-Amino-4-nitropyridazin-3-yl)amino]-5-(hydroxymethyl)oxolane-3,4-diol